COC1=CC=C(CNC(=O)NC2CC3(CN(C3)C(C(C)(C3=CC=CC=C3)C)=O)C2)C=C1 1-(4-methoxybenzyl)-3-(2-(2-methyl-2-phenylpropanoyl)-2-azaspiro[3.3]heptan-6-yl)urea